1-(2-fluoro-5-(trifluoromethoxy)phenyl)-3-(2-hydroxypropan-2-yl)-N-(3-methyl-1,1-dioxidothietan-3-yl)-1H-pyrazolo[3,4-b]pyridine-5-carboxamide FC1=C(C=C(C=C1)OC(F)(F)F)N1N=C(C=2C1=NC=C(C2)C(=O)NC2(CS(C2)(=O)=O)C)C(C)(C)O